tert-Butyl 3-(4-(1,1-difluoro-2-hydroxypropan-2-yl)-7-(thiazol-2-yl)benzo[d]oxazol-2-yl)-3,8-diazabicyclo[3.2.1]octane-8-carboxylate FC(C(C)(O)C1=CC=C(C2=C1N=C(O2)N2CC1CCC(C2)N1C(=O)OC(C)(C)C)C=1SC=CN1)F